COC1C=CC=CC1(CC=C)OC 3,4-dimethoxy-4-(2-propenyl)benzene